OC1=C(C=C(C=C1)N1C(C2=CC=C(C=C2CC1)C1=CC(=CC(=C1)C(F)(F)F)C1COCCC1)=O)NS(=O)(=O)C N-(2-hydroxy-5-(1-oxo-6-(3-(tetrahydro-2H-pyran-3-yl)-5-(trifluoromethyl)phenyl)-3,4-dihydroisoquinolin-2(1H)-yl)phenyl)methanesulfonamide